ClC1=CC(=C2CN(CC2=C1)C(=O)C=1C=NN(C1)C)[C@H]1N(CCC1)C(=O)O (S)-2-(6-chloro-2-(1-methyl-1H-pyrazole-4-carbonyl)isoindoline-4-yl)pyrrolidine-1-carboxylic acid